methyl 6-fluoro-5-(1-methylcyclopropyl)picolinate FC1=C(C=CC(=N1)C(=O)OC)C1(CC1)C